FC(C=1C=C(C=CC1)Cl)F 3-(difluoromethyl)chlorobenzene